(4-chloro-2-methylphenoxy)-acetic acid [(2-methoxyphenyl)-methylene]hydrazide COC1=C(C=CC=C1)C=NNC(COC1=C(C=C(C=C1)Cl)C)=O